FC=1C=C(C#N)C=CC1N1C(C(N(C(C1)=O)CC1=CC=C(C=C1)C(F)(F)F)C1COC1)=O 3-fluoro-4-(3-(oxetan-3-yl)-2,5-dioxo-4-(4-(trifluoromethyl)benzyl)piperazin-1-yl)benzonitrile